FC1(C[C@H](NC1)CCNC(O[C@H]1[C@H](NC[C@@H]1O)CC1=CC=C(C=C1)OC)=O)F (2R,3S,4S)-4-hydroxy-2-[(4-methoxyphenyl)methyl]pyrrolidin-3-yl N-{2-[(2R)-4,4-difluoropyrrolidin-2-yl]ethyl}carbamate